FC1=CC(=C2C=CNC2=C1)C=1N=C(C2=C(N1)C(=CS2)C(C)S(=O)(=O)C)N2[C@@H](COCC2)C (3R)-4-(2-(6-Fluoro-1H-indol-4-yl)-7-(1-(methylsulfonyl)ethyl)thieno[3,2-d]pyrimidine-4-yl)-3-methylmorpholine